O[C@@H]1C[C@@H](CCC1)NC1=NC(=NC=C1C(=O)N)N[C@@H]1CC[C@H](CCC1)OC 4-((1R,3S)-3-hydroxycyclohexylamino)-2-((1S,4S)-4-methoxycycloheptylamino)pyrimidine-5-carboxamide